9,9-dibutyloxy-2-acetyloxynonane C(CCC)OC(CCCCCCC(C)OC(C)=O)OCCCC